8-fluoro-5,6-dihydro-4H-imidazo[4,5,1-ij]quinolin-2(1H)-one FC=1C=C2CCCN3C2=C(C1)NC3=O